FC1=C(C=CC(=C1)F)C1=NN2C(OCCC2)=C1C(=O)O 2-(2,4-difluorophenyl)-6,7-dihydro-5H-pyrazolo[5,1-b][1,3]oxazine-3-carboxylic acid